OC(C)(C)C1=CC(=NC=C1)C(=O)O 4-(2-hydroxy-propan-2-yl)picolinic acid